7-{3-[1-(cyclobutylmethyl)-1H-pyrazol-4-yl]-6-methylpyridin-2-yl}-3-methoxycinnoline C1(CCC1)CN1N=CC(=C1)C=1C(=NC(=CC1)C)C1=CC=C2C=C(N=NC2=C1)OC